4-Nitrophenyl laurate (4-Nitrophenyl laurate) [N+](=O)([O-])C1=CC=C(C=C1)C(C(=O)O)CCCCCCCCCC.C(CCCCCCCCCCC)(=O)OC1=CC=C(C=C1)[N+](=O)[O-]